C(#N)C=1C=NC(=NC1)N[C@H](C(=O)O)CCN(CCCCC1=NC=2NCCCC2C=C1)CCOCC(F)F (S)-2-((5-cyanopyrimidin-2-yl)amino)-4-((2-(2,2-difluoroethoxy)ethyl)(4-(5,6,7,8-tetrahydro-1,8-naphthyridin-2-yl)butyl)amino)butanoic acid